ClC1=NC=C(C=C1C(=O)NCC(F)(F)F)OC[C@H](C)NS(=O)(=O)C(F)(F)F 2-chloro-N-(2,2,2-trifluoroethyl)-5-[(2S)-2-(trifluoromethylsulfonylamino)propoxy]pyridine-3-carboxamide